ClC1=CC=C(C=C1)C=1C(=NC=C2C=CC=NC12)OC 8-(4-chlorophenyl)-7-methoxy-1,6-naphthyridin